COC(CCC1=CC(=C(C(=C1)C(C)(C)C)O)C(C)(C)C)=O.CC(C(=O)NCC1=CC=C(C=C1)C1=NOC(=N1)C(F)(F)F)CC 2-methyl-N-[[4-[5-(trifluoromethyl)-1,2,4-oxadiazol-3-yl]phenyl]methyl]butyramide Methyl-β-(3,5-di-tert-butyl-4-hydroxyphenyl)propionate